FC1(CC1)C(=O)N[C@H](C(=O)N1[C@@H](C[C@H](C1)O)C(=O)NCC1=C(C=C(C=C1)C1=C(N=CS1)C)OCCN1CCNCC1)C(C)(C)C (2S,4R)-1-((S)-2-(1-fluorocyclopropane-1-carboxamido)-3,3-dimethylbutanoyl)-4-hydroxy-N-(4-(4-methylthiazol-5-yl)-2-(2-(piperazin-1-yl)ethoxy)benzyl)pyrrolidine-2-carboxamide